N-(2-((3-(2,6-difluoro-3,5-dimethoxybenzoyl)-1H-pyrrolo[2,3-c]pyridin-5-yl)amino)-5-(4-ethylpiperazin-1-yl)phenyl)acrylamide FC1=C(C(=O)C2=CNC3=CN=C(C=C32)NC3=C(C=C(C=C3)N3CCN(CC3)CC)NC(C=C)=O)C(=C(C=C1OC)OC)F